(3R)-3-imidazo[4,5-c]quinolin-1-yl-2-methyl-heptan-2-ol N1(C=NC=2C=NC=3C=CC=CC3C21)[C@@H](C(C)(O)C)CCCC